NC1=NC=CC(=C1Cl)SC=1C=2N(C(=NC1)N1CCC3([C@@H](C=4N(N=CC4)C3)N[S@](=O)C(C)(C)C)CC1)C=CN2 (R)-N-((S)-1-(8-((2-amino-3-chloropyridin-4-yl)thio)imidazo[1,2-c]pyrimidin-5-yl)-4'H,6'H-spiro[piperidine-4,5'-pyrrolo[1,2-b]pyrazol]-4'-yl)-2-methylpropane-2-sulfinamide